N-(4-(chlorodifluoromethoxy)phenyl)-1-cyclopentyl-7-(1H-pyrazol-5-yl)indoline-5-carboxamide ClC(OC1=CC=C(C=C1)NC(=O)C=1C=C2CCN(C2=C(C1)C1=CC=NN1)C1CCCC1)(F)F